(3R)-N-(3-{5-cyclohexyl-2H-pyrazolo[3,4-b]pyridin-2-yl}-4-fluorophenyl)-3-fluoropyrrolidine-1-carboxamide C1(CCCCC1)C1=CC=2C(N=C1)=NN(C2)C=2C=C(C=CC2F)NC(=O)N2C[C@@H](CC2)F